CC1=CC=C(C=C1)C(CCC(=O)OC)=O methyl 4-(4-methylphenyl)-4-oxobutyrate